1,1'-(1,3-phenylene)bis(3-isopropyl-1H-imidazol-3-ium) diiodide [I-].[I-].C1(=CC(=CC=C1)N1C=[N+](C=C1)C(C)C)N1C=[N+](C=C1)C(C)C